(Z)-1-(3,4,5-trimethoxyphenyl)-2-(3-amino-4-ethoxyphenyl) ethylene methyl 2-((3R)-3-(difluoromethyl)-4-((pyridazine-3-yl)methyl)piperazine-1-yl)-6-fluoro-4-(2-methylpropyl)benzoate FC([C@H]1CN(CCN1CC=1N=NC=CC1)C1=C(C(=O)OC)C(=CC(=C1)CC(C)C)F)F.COC=1C=C(C=C(C1OC)OC)\C=C/C1=CC(=C(C=C1)OCC)N